FC1=C(OC2=C(C=C(C=C2)NS(=O)(=O)CC)C=2C3=C(C(N(C2)C)=O)NC=C3)C=CC=C1CCCOC1CCNCC1 N-[4-[2-fluoro-3-[3-(4-piperidyloxy)propyl]phenoxy]-3-(6-methyl-7-oxo-1H-pyrrolo[2,3-c]pyridin-4-yl)phenyl]ethanesulfonamide